bis(2,6-di-t-butylphenyl) octyl phosphite P(OC1=C(C=CC=C1C(C)(C)C)C(C)(C)C)(OC1=C(C=CC=C1C(C)(C)C)C(C)(C)C)OCCCCCCCC